(S)-(1'-(4-amino-5-bromo-6-cyanopyrimidin-2-yl)-1,3-dihydrospiro[indene-2,4'-piperidin]-1-yl)carbamic acid tert-butyl ester C(C)(C)(C)OC(N[C@@H]1C2=CC=CC=C2CC12CCN(CC2)C2=NC(=C(C(=N2)N)Br)C#N)=O